5-(4-((1,4-oxazepan-4-yl)methyl)phenyl)-2-oxo-6-(trifluoromethyl)-1,2-dihydropyridine-3-carboxamide O1CCN(CCC1)CC1=CC=C(C=C1)C=1C=C(C(NC1C(F)(F)F)=O)C(=O)N